METHYL (2S)-2-AMINO-3-(5-FORMYL(2-PYRIDYL))PROPANOATE N[C@H](C(=O)OC)CC1=NC=C(C=C1)C=O